(RS)-(+)-2-(2-chlorophenyl)-2-(methylamino)cyclohexan-1-one ClC1=C(C=CC=C1)[C@]1(C(CCCC1)=O)NC |r|